NC1=NC(=NC(=N1)O)CNC=O 1-(4-amino-6-hydroxy-1,3,5-triazin-2-yl)-N-methylcarboxamide